ClC=1C(NC=C(C1C1=C(C(=CC=C1N1N=NC(=C1)C(F)(F)F)Cl)F)Cl)=O 3,5-dichloro-4-(3-chloro-2-fluoro-6-(4-(trifluoromethyl)-1H-1,2,3-triazol-1-yl)phenyl)pyridin-2(1H)-one